5-nitrosoisophthalic acid N(=O)C=1C=C(C=C(C(=O)O)C1)C(=O)O